N1N=CC2=C(C=CC=C12)CN1N=CC2=C(C1=O)N(C1=C2C=NN(C1=O)CC1=NC(=CC=C1)N)C 3-((1H-indazol-4-yl)methyl)-7-((6-aminopyridin-2-yl)methyl)-5-methyl-5,7-dihydro-3H-pyrrolo[2,3-d:4,5-d']dipyridazine-4,6-dione